5-(1-ethylpiperidin-4-yl)-2-(4-isopropyl-5-(8-methyl-[1,2,4]triazolo[1,5-a]pyridin-6-yl)-1H-pyrazol-3-yl)thiazole Tert-butyl-3-(bromomethyl)-4-fluorobenzoate C(C)(C)(C)OC(C1=CC(=C(C=C1)F)CBr)=O.C(C)N1CCC(CC1)C1=CN=C(S1)C1=NNC(=C1C(C)C)C=1C=C(C=2N(C1)N=CN2)C